CC1(OB(OC1(C)C)C=1C=C(C=CC1)C1(CC1)C=1NC(C=2CNCCCC2N1)=O)C 2-(1-(3-(4,4,5,5-tetramethyl-1,3,2-dioxaborolan-2-yl)phenyl)cyclopropyl)-3,5,6,7,8,9-hexahydro-4H-pyrimido[5,4-c]azepin-4-one